benzyl glycinate TFA salt OC(=O)C(F)(F)F.NCC(=O)OCC1=CC=CC=C1